trilithium hydroxide [OH-].[Li+].[Li+].[Li+].[OH-].[OH-]